ClC=1C(=NC(=NC1)N1CCC(CC1)C(=O)NC1=CC=C2C(=NN(C2=C1)C)N1C(NC(CC1)=O)=O)NC=1C=C2C=C(C(N(C2=CC1)C)=O)OCC(=O)NC 1-[5-chloro-4-[[1-methyl-3-[2-(methylamino)-2-oxo-ethoxy]-2-oxo-6-quinolyl]amino]pyrimidin-2-yl]-N-[3-(2,4-dioxohexahydropyrimidin-1-yl)-1-methyl-indazol-6-yl]piperidine-4-carboxamide